ClC1=C(C=CC=C1)C(C(F)(F)F)=O (2-chlorophenyl)-2,2,2-trifluoro-ethanone